CN1C=NC2=C1C=C(C=C2)N2C(C=NC1=CC=CC=C21)=O (1-methyl-1H-benzo[d]imidazol-6-yl)-2(1H)-quinoxalinone